FC=1C(=CC=2C3=C(NC(C2C1)=O)COCC3N(C(=O)NC3=CC=CC=C3)C)F 1-(8,9-difluoro-6-oxo-1,4,5,6-tetrahydro-2H-pyrano[3,4-c]isoquinolin-1-yl)-1-methyl-3-phenylurea